CN1S(N=C(C=C1C(=O)OC)C=1SC(=NN1)C1=CC=CC=C1)(=O)=O Methyl 2-methyl-5-(5-phenyl-1,3,4-thiadiazol-2-yl)-2H-1,2,6-thiadiazine-3-carboxylate 1,1-dioxide